S(=O)(=O)(O)OC=1C(=CC(=CC1)C=CC)OC Isoeugenol sulfate